C(C1=CC=CC=C1)OC1=C(C(=CC=C1)OC)C1=CC(=NN1C1CCCCC1)C(=O)N[C@H](CC(=O)NCC=1OC=CN1)CC(C)C (3S)-3-({5-[2-(benzyloxy)-6-methoxyphenyl]-1-cyclohexyl-1H-pyrazol-3-yl}formamido)-5-methyl-N-(1,3-oxazol-2-ylmethyl)hexanamide